dithienyl-tetraphenyl-ethylene S1C(=CC=C1)C=1C(=C(C=CC1)C(=C(C1=CC=CC=C1)C1=CC=CC=C1)C1=CC=CC=C1)C=1SC=CC1